(4-methyl-1-(6-(1-methylpyrazol-4-yl)pyrazolo[1,5-a]pyrazin-4-yl)4-piperidinyl)methylamine CC1(CCN(CC1)C=1C=2N(C=C(N1)C=1C=NN(C1)C)N=CC2)CN